NC1=NC=C(C=C1O[C@H](C)C=1C=C(C=CC1)NC(C1=CC(=C(C=C1)SC)C#N)=O)C=1C=NN(C1)C (R)-N-(3-(1-((2-amino-5-(1-methyl-1H-pyrazol-4-yl)pyridin-3-yl)oxy)ethyl)phenyl)-3-cyano-4-(methylthio)benzamide